2-(3-(10-phenylanthracen-9-yl)-phenyl)dibenzo[b,d]furan C1(=CC=CC=C1)C1=C2C=CC=CC2=C(C2=CC=CC=C12)C=1C=C(C=CC1)C1=CC2=C(OC3=C2C=CC=C3)C=C1